FC(C=1C(=C(C=CC1)[C@@H](C)\N=C/1\C2=C(N(C=N1)C)C=NC(=C2)C2(CC2)C(F)F)F)F (R,Z)-N-(1-(3-(difluoromethyl)-2-fluorophenyl)ethyl)-6-(1-(difluoro-methyl)cyclopropyl)-1-methylpyrido[3,4-d]pyrimidin-4(1H)-imine